BrC=1C(=C(OC[C@@H]2[C@H]3CC[C@@H](CN2)N3C(=O)OC(C)(C)C)C(=CC1F)C(=O)OC)Cl tert-butyl (1R,2S,5S)-2-((3-bromo-2-chloro-4-fluoro-6-(methoxycarbonyl) phenoxy) methyl)-3,8-diazabicyclo[3.2.1]octane-8-carboxylate